CN1N=CC2=C1CN(C2)C(=O)C2=CN1C=3C=CC=CC3SC1=N2 4-{1-methyl-1H,4H,5H,6H-pyrrolo[3,4-c]pyrazole-5-carbonyl}-7-thia-2,5-diazatricyclo[6.4.0.02,6]dodeca-1(8),3,5,9,11-pentaene